1-(7-(6-(3-(dimethylamino)propoxy)pyridin-3-yl)quinoxalin-2-yl)-1-methyl-3-(3-(trifluoromethyl)phenyl)urea CN(CCCOC1=CC=C(C=N1)C1=CC=C2N=CC(=NC2=C1)N(C(=O)NC1=CC(=CC=C1)C(F)(F)F)C)C